(2S,3S)-3-((S)-tert-butylsulfonamido)-bicyclo[2.2.2]octane-2-carboxylate C(C)(C)(C)S(=O)(=O)N[C@@H]1[C@H](C2CCC1CC2)C(=O)[O-]